CC1(CC(CCC1)C)P(=O)=O 1,3-dimethylphosphocyclohexane